N-(6-(hydroxyamino)-6-oxohexyl)-4-phenethyloxyquinoline-2-carboxamide ONC(CCCCCNC(=O)C1=NC2=CC=CC=C2C(=C1)OCCC1=CC=CC=C1)=O